cyclohexane-d3 C1(C(CCCC1)[2H])([2H])[2H]